8-[4-(tert-butoxy)phenyl]-6-oxo-2H,3H,4H,6H-pyrimido[2,1-b][1,3]thiazine-7-carbonitrile C(C)(C)(C)OC1=CC=C(C=C1)C=1N=C2SCCCN2C(C1C#N)=O